6-((5-fluoro-6-methoxypyridin-3-yl)methyl)-3,6-diazabicyclo[3.1.1]heptane FC=1C=C(C=NC1OC)CN1C2CNCC1C2